CC1CNCC(C1)C 3,5-dimethyl-azacyclohexane